[Cl-].[Cl-].CC1(C=C(C=C1)C1(CCCCC1)C)[Zr+2]C1(C=C(C=C1)C1(CCCCC1)C)C bis(1-methyl-3-(1-methylcyclohexyl)cyclopentadienyl)zirconium dichloride